COC([C@H](C(C)(C)C)N1N=NC(=C1)C(F)(F)F)=O (S)-3,3-dimethyl-2-(4-(trifluoromethyl)-1H-1,2,3-triazol-1-yl)butanoic acid methyl ester